C1(CC1)C1CN(CCO1)C=1N=C(C2=C(N1)C(N(C2)C(C)C)=O)NC2=CC=C(C=C2)OC(C)C 2-(2-cyclopropylmorpholin-4-yl)-6-(propan-2-yl)-4-({4-[(propan-2-yl)oxy]phenyl}amino)-5,6-dihydro-7H-pyrrolo[3,4-d]pyrimidin-7-one